Cl.BrC=1SC(=CN1)C(=O)N1CCC(CC1)N1C[C@@H](CCC1)C (2-Bromo-1,3-thiazol-5-yl)[(3R)-3-methyl[1,4'-bipiperidine]-1'-yl]methanone hydrochloride